COC=1C=C(C=CC1N1N=C(N=C1)C)NC1=NN2C(C(=CC=C2O[C@H](C(F)(F)F)C)C(F)(F)F)=N1 N-[3-methoxy-4-(3-methyl-1,2,4-triazol-1-yl)phenyl]-8-(trifluoromethyl)-5-[(1S)-2,2,2-trifluoro-1-methyl-ethoxy]-[1,2,4]triazolo[1,5-a]pyridin-2-amine